3-methoxy-4-(2-((methoxybenzyl)oxy)ethoxy)benzoic acid COC=1C=C(C(=O)O)C=CC1OCCOC(C1=CC=CC=C1)OC